ClC1=C2CCN([C@@H](C2=C(C=C1)OC)CN1C(C2=CC=CC=C2C1=O)=O)C=O (S)-5-chloro-1-((1,3-dioxoisoindolin-2-yl)methyl)-8-methoxy-3,4-dihydroisoquinoline-2(1H)-carbaldehyde